ClC=1C=C(C=C2C(N(CC12)C(C(NC=1SC=CN1)=O)C1=C2N(C=N1)CCC2)=O)C2=CC=C(C=C2)N2CC1(CN(C1)C(=O)OC(C)(C)C)C2 tert-butyl 6-[4-[7-chloro-2-[1-(6,7-dihydro-5H-pyrrolo[1,2-c]imidazol-1-yl)-2-oxo-2-(thiazol-2-ylamino) ethyl]-3-oxo-isoindolin-5-yl] phenyl]-2,6-diazaspiro[3.3]heptane-2-carboxylate